1-cyclopropanecarbonyl-N-methylpiperidine-3-carboxamide C1(CC1)C(=O)N1CC(CCC1)C(=O)NC